COC(C1=C(C(=CC(=C1)C(SC)=N)C1CCC1)CC)=O cyclobutyl-2-ethyl-5-(imino(methylthio)methyl)benzoic acid methyl ester